C/C=C/C/C=C/CCC(=O)[C@@H]1[C@@H](O1)C(=O)N The molecule is an epoxydodecadienamide isolated from several species, including Acremonium, Acrocylindrum and Helicoceras. It inhibits the biosynthesis of several lipids by interfering with enzyme function. It has a role as an antifungal agent, an antiinfective agent, an antilipemic drug, an antimetabolite, a fatty acid synthesis inhibitor and an antimicrobial agent. It is a monocarboxylic acid amide and an epoxide.